(3R)-1-(tert-butoxycarbonyl)-3-(ethoxycarbonyl)pyrrolidine C(C)(C)(C)OC(=O)N1C[C@@H](CC1)C(=O)OCC